tert-butyl (2S,4R)-2-(dimethylcarbamothioyl)-4-[(4-hydroxyphenyl)methoxy]pyrrolidine-1-carboxylate CN(C(=S)[C@H]1N(C[C@@H](C1)OCC1=CC=C(C=C1)O)C(=O)OC(C)(C)C)C